CP(=O)(CC[C@@H](C(=O)O)N)O The molecule is a 2-amino-4-[hydroxy(methyl)phosphoryl]butanoic acid that has S configuration at position 2. A glutamine synthetase inhibitor, it is used (generally as the corresponding ammonium or sodium salts, known as glufosinate-P-ammonium and glufosinate-P-sodium, respectively) as a herbicide to control annual weeds and grasses. It has a role as a herbicide, an EC 6.3.1.2 (glutamate--ammonia ligase) inhibitor and an agrochemical. It is an enantiomer of a (2R)-glufosinate. It is a tautomer of a glufosinate-P zwitterion.